(((1R,2R)-2-(3,3-difluoropyrrolidin-1-yl)cyclohexyl)oxy)isobenzofuran-1(3H)-one FC1(CN(CC1)[C@H]1[C@@H](CCCC1)OC1OC(C2=CC=CC=C12)=O)F